(S)-1-(2-(3-acetyl-5-(quinolin-7-yl)-1H-indazol-1-yl)acetyl)-N-(6-methylpyridin-2-yl)azetidine-2-carboxamide C(C)(=O)C1=NN(C2=CC=C(C=C12)C1=CC=C2C=CC=NC2=C1)CC(=O)N1[C@@H](CC1)C(=O)NC1=NC(=CC=C1)C